2-[2-[2-[2-[2-[2-[[5-[4-[6-(dimethylamino)-1,3-benzothiazol-2-yl]phenyl]pyridin-2-yl]amino]ethoxy]ethoxy]ethoxy]ethoxy]ethoxy]ethanoic acid CN(C1=CC2=C(N=C(S2)C2=CC=C(C=C2)C=2C=CC(=NC2)NCCOCCOCCOCCOCCOCC(=O)O)C=C1)C